1,4-Dimethyl-2-(4-(methylsulfonyl)phenyl)-6-(4-(4-(pyrrolidin-1-yl)piperidin-1-yl)phenyl)-1H-benzo[d]imidazol CN1C(=NC2=C1C=C(C=C2C)C2=CC=C(C=C2)N2CCC(CC2)N2CCCC2)C2=CC=C(C=C2)S(=O)(=O)C